CCCCC/C=C\\C/C=C\\C/C=C\\C/C=C\\CCCCCCCCCCCCCCCCCCC[C@H](CC(=O)SCCNC(=O)CCNC(=O)[C@@H](C(C)(C)COP(=O)([O-])OP(=O)([O-])OC[C@@H]1[C@H]([C@H]([C@@H](O1)N2C=NC3=C(N=CN=C32)N)O)OP(=O)([O-])[O-])O)O The molecule is a 3-hydroxy fatty acyl-CoA(4-) obtained by deprotonation of the phosphate and diphosphate OH groups of (3R,23Z,26Z,29Z,32Z)-3-hydroxyoctatriacontatetraenoyl-CoA; major species at pH 7.3. It is a (R)-3-hydroxyacyl-CoA(4-), a 3-hydroxy fatty acyl-CoA(4-) and an 11,12-saturated fatty acyl-CoA(4-). It is a conjugate base of a (3R,23Z,26Z,29Z,32Z)-3-hydroxyoctatriacontatetraenoyl-CoA.